4-(piperazin-1-yl)-N-(quinolin-4-yl)-2,3-dihydro-1H-pyrrolo[2,3-b]pyridine-1-carboxamide formate C(=O)O.N1(CCNCC1)C1=C2C(=NC=C1)N(CC2)C(=O)NC2=CC=NC1=CC=CC=C21